1,3-bis(2-benzyloxyethyl)imidazolium C(C1=CC=CC=C1)OCCN1C=[N+](C=C1)CCOCC1=CC=CC=C1